FC1=CC=C(CP(O)(O)=O)C=C1 4-fluorobenzyl-phosphonic acid